ClC1=C(C(=O)N(C)C)C=CC(=C1)OCC[C@H]1CC12CCN(CC2)C(C(C)(C=2SC(=NN2)C)C)=O |o1:15| (R or S)-2-chloro-N,N-dimethyl-4-(2-(6-(2-methyl-2-(5-methyl-1,3,4-thiadiazol-2-yl)propanoyl)-6-azaspiro[2.5]octan-1-yl)ethoxy)benzamide